6-[5-(difluoromethyl)-1,3,4-oxadiazol-2-yl]-2-[(1R,2S)-2-(4-fluorophenyl)-2-hydroxy-1-(oxan-4-yl)ethyl]-2,3-dihydro-1H-isoindol-1-one FC(C1=NN=C(O1)C1=CC=C2CN(C(C2=C1)=O)[C@@H]([C@@H](O)C1=CC=C(C=C1)F)C1CCOCC1)F